4-((2-azidoethyl)thio)-2-(2,6-dioxopiperidin-3-yl)isoindoline-1,3-dione N(=[N+]=[N-])CCSC1=C2C(N(C(C2=CC=C1)=O)C1C(NC(CC1)=O)=O)=O